N-carbamoyl-4-methylbenzene-1-sulfonamide C(N)(=O)NS(=O)(=O)C1=CC=C(C=C1)C